S(O)(O)(=O)=O.C(CCC)CN(C)C butyltrimethylamine bisulfate